6-[5,6-difluoro-8-(methylamino)-4-(2-methyl-2,8-diazaspiro[4.5]decan-8-yl)-9H-pyrido[2,3-b]indol-3-yl]-1-methyl-4-oxo-1,8-naphthyridine-3-carboxylic acid FC1=C2C3=C(NC2=C(C=C1F)NC)N=CC(=C3N3CCC1(CCN(C1)C)CC3)C=3C=C1C(C(=CN(C1=NC3)C)C(=O)O)=O